C(CCCCCCCCCCCCC)SCCCO 3-(tetradecylthio)propan-1-ol